ClC1=CC(=C(C=C1C#N)NS(=O)(=O)C=1C=C(C(=O)O)C=CC1C1CC1)O[C@@H](C)C1CCC1 (S)-3-(N-(4-chloro-5-cyano-2-(1-cyclobutylethoxy)phenyl)sulfamoyl)-4-cyclopropylbenzoic acid